Sodium Myristoyl Glutamate N[C@@H](CCC(=O)[O-])C(=O)OC(CCCCCCCCCCCCC)=O.[Na+]